bromoaminoketone BrNC(=O)NBr